C(C)OC1=C(C(=O)NC=2SC3=C(N2)C=CC(=C3)C(F)(F)F)C=CC=C1COCCOC ethoxy-3-((2-methoxyethoxy)methyl)-N-(6-(trifluoromethyl)benzo[d]thiazol-2-yl)benzamide